ON=C(C(=O)NC1CC2(CC(C2)NC2=CC(=NC=N2)C(=O)N)C1)C 6-((6-(2-(hydroxyimino)propionylamino)spiro[3.3]hept-2-yl)amino)pyrimidine-4-carboxamide